2-(6-(5-chloro-2-fluoropyridin-4-yl)-4-fluoro-1-isopropyl-1H-benzo[d]imidazol-2-yl)propan-2-ol ClC=1C(=CC(=NC1)F)C=1C=C(C2=C(N(C(=N2)C(C)(C)O)C(C)C)C1)F